1-acetyl-5-amino-3-[phenyl-(4-piperidin-1-ylmethyl-phenylamino)-methylene]-1,3-dihydro-indol-2-one C(C)(=O)N1C(C(C2=CC(=CC=C12)N)=C(NC1=CC=C(C=C1)CN1CCCCC1)C1=CC=CC=C1)=O